2-cyclobutyl-5-(imidazo[1,2-b]pyridazin-6-yl)-7H-pyrrolo[2,3-d]pyrimidine C1(CCC1)C=1N=CC2=C(N1)NC=C2C=2C=CC=1N(N2)C=CN1